(R)-1-(2-fluoro-4-(6-(2-(1-(3-(trifluoromethoxy)phenyl)-1H-imidazol-4-yl)acetamido)pyridazin-3-yl)butyl)-N-methyl-1H-1,2,3-triazole-4-carboxamide F[C@@H](CN1N=NC(=C1)C(=O)NC)CCC=1N=NC(=CC1)NC(CC=1N=CN(C1)C1=CC(=CC=C1)OC(F)(F)F)=O